(S)-(1-(4-(azetidin-1-yl)-6-chloropyridin-2-yl)pyrrolidin-3-yl)carbamic acid tert-butyl ester C(C)(C)(C)OC(N[C@@H]1CN(CC1)C1=NC(=CC(=C1)N1CCC1)Cl)=O